3-(difluoromethoxy)piperidine FC(OC1CNCCC1)F